FC=1C=C2[C@H]([C@@H](C(OC2=CC1)(C)C)O)NC(=O)C=1C=C(C=CC1)CN1C(NC(CC1=O)(C)C)=[NH2+] [1-[[3-[[(3S,4R)-6-fluoro-3-hydroxy-2,2-dimethyl-chroman-4-yl]carbamoyl]phenyl]methyl]-4,4-dimethyl-6-oxo-hexahydropyrimidin-2-ylidene]ammonium